4-amino-4'-hydroxy-α-methylstilbene NC1=CC=C(C=C1)C(=CC1=CC=C(C=C1)O)C